FC=1C=CC2=C(OCC(N2C2CCN(CC2)CC=2C=C3CN(C(C3=CC2)=O)C2C(NC(CC2)=O)=O)=O)C1 3-(5-((4-(7-fluoro-3-oxo-2,3-dihydro-4H-benzo[b][1,4]oxazin-4-yl)piperidin-1-yl)methyl)-1-oxoisoindolin-2-yl)piperidine-2,6-dione